N1=CN=CC2=C1NC=C2C=2SC=C(N2)C=2C=C(C=CC2)[C@]2(C(N(CC2)C)=O)O (R)-3-(3-(2-(7H-pyrrolo[2,3-d]pyrimidin-5-yl)thiazol-4-yl)phenyl)-3-hydroxy-1-methylpyrrolidin-2-One